OCCNC(C)C1=CNC(C2=CC=CC=C12)=O 4-(1-((2-Hydroxyethyl)amino)ethyl)isoquinolin-1(2H)-one